1-benzyl-3,3-difluorooctahydro-1H-pyrrolo[3,2-c]pyridine C(C1=CC=CC=C1)N1CC(C2CNCCC21)(F)F